4-(3-oxo-5,6-dihydro-3H-[1,2,4]triazolo[3,4-c][1,4]-oxazin-2(8H)-yl)-2-{[(2S)-1,1,1-trifluoropropan-2-yl]oxy}benzamide O=C1N(N=C2COCCN21)C2=CC(=C(C(=O)N)C=C2)O[C@H](C(F)(F)F)C